O[C@H]1[C@H](OC[C@@H]([C@H]1O)OC1=NC(=CC=C1)C(F)(F)F)COC1=CC=C(N=N1)C(=O)N 6-(((2R,3R,4S,5S)-3,4-dihydroxy-5-((6-(trifluoromethyl)pyridin-2-yl)oxy)tetrahydro-2H-pyran-2-yl)methoxy)pyridazine-3-carboxamide